2-methylquinolin CC1=NC2=CC=CC=C2C=C1